hexadecyl-dimethyl-(2-hydroxyl)ethyl-ammonium chloride [Cl-].C(CCCCCCCCCCCCCCC)[N+](CCO)(C)C